COC(=O)C12CCC(CC1)(CC2)C(=O)O 1-(methoxycarbonyl)bicyclo[2.2.2]octane-4-carboxylic acid